FC1=CC=C(C(=C1)F)C1=NC=CC=C1 2-(4,6-difluorophenyl)-pyridine